FC=1C=C(C=NC1)CN1CCN(CC1)C1=CC=C(C=N1)C=1C=2N(C=C(C1)OCCOC)N=CC2C#N 4-(6-(4-((5-fluoropyridin-3-yl)methyl)piperazin-1-yl)pyridin-3-yl)-6-(2-methoxyethoxy)pyrazolo[1,5-a]pyridine-3-carbonitrile